C(C)(=O)N[C@@H](CCCCNC(OC(C)(C)C)=O)C1=NC(=NO1)C1=CC=C(C=C1)CCCCCCCCCC tert-butyl (s)-(5-acetamido-5-(3-(4-decylphenyl)-1,2,4-oxadiazol-5-yl)pentyl)carbamate